C(CCC)N(C(=O)NC1=CC=C(C=C1)C1=CC(=CC=C1)OC)CC1=CC=C(C=C1)C(=O)NN 1-butyl-1-(4-(hydrazinocarbonyl)benzyl)-3-(3'-methoxy-[1,1'-biphenyl]-4-yl)urea